C1(=CC=CC=C1)N(C1=CC=C(C=C1)C1=CC=CC=2C3=CC=CC=C3N(C12)C=1C=C(C=CC1)C1(CC=NC=C1)C1=C(C(C#N)=CC(=C1)C1(CC=NC=C1)C1=CC(=CC=C1)N1C2=CC=CC=C2C=2C=CC=C(C12)C1=CC=C(C=C1)N(C1=CC=CC=C1)C1=CC=CC=C1)C#N)C1=CC=CC=C1 3,5-bis(4-(3-(4-(diphenylamino)phenyl-9H-carbazol-9-yl)phenyl)pyridin-4-yl)phthalonitrile